C(C)OC(C=CC1C2C=CC(C1CCC)C2)=O 3-(3-propyl-bicyclo[2.2.1]hept-5-en-2-yl)-acrylic acid ethyl ester